(pyrido[3,2-d]pyrimidin-4-yl)piperidine N1=CN=C(C2=C1C=CC=N2)N2CCCCC2